(Z)-8-benzyl-6-(3-fluoro-5-hydroxyphenyl)-2-(furan-2-ylmethylene)imidazo[1,2-a]pyrazin-3(2H)-one C(C1=CC=CC=C1)C=1C=2N(C=C(N1)C1=CC(=CC(=C1)O)F)C(/C(/N2)=C/C=2OC=CC2)=O